[Cl-].[Cl-].C1(=CC=CC=C1)N1C2=C(C=3C=CC=CC13)CC1=C(C=CC=C12)[Y+2] N-phenylindeno[1,2-b]indolyl-yttrium dichloride